C(C1=CC=CC=C1)N([S@](=O)C(C)(C)C)[C@H](C1=CC=CC=C1)[C@H]1OC(C(CC1)I)O (R)-N-benzyl-N-[(R)-[(2S)-6-hydroxy-5-iodo-tetrahydropyran-2-yl]-phenyl-methyl]-2-methyl-propane-2-sulfinamide